4-((2-methyl-1H-imidazol-1-yl)methyl)aniline CC=1N(C=CN1)CC1=CC=C(N)C=C1